N=1N=CN2C1C(=CC=C2)CC#N 2-{[1,2,4]triazolo[4,3-a]pyridin-8-yl}acetonitrile